((1R,3s,5S)-8-benzyl-8-azabicyclo[3.2.1]oct-3-yl)-1H-indazole-6-carboxamide C(C1=CC=CC=C1)N1[C@H]2CC(C[C@@H]1CC2)N2N=CC1=CC=C(C=C21)C(=O)N